C1(CCCCC1)[C@@H](C(=O)NC=1C=C2CC(CC2=CC1)(C(NC)=O)N1C(N[C@@H](C1)C(C)C)=O)NC(=O)C1=NC=NN1C N-((1S)-1-cyclohexyl-2-((2-((R)-4-isopropyl-2-oxoimidazolidin-1-yl)-2-(methylcarbamoyl)-2,3-dihydro-1H-inden-5-yl)amino)-2-oxoethyl)-1-methyl-1H-1,2,4-triazole-5-carboxamide